[2-(3-amino-4,4-difluoro-1-piperidinyl)-4-(4-fluorophenyl)cyclopentyloxy]benzonitrile NC1CN(CCC1(F)F)C1C(CC(C1)C1=CC=C(C=C1)F)OC1=C(C#N)C=CC=C1